ClC=1C=C(C=C(C1)NS(=O)(=O)C)NC(=O)C1=CN(C(=C1)C)C1=NC=C(C=C1)N(C1COCC1)C N-(3-chloro-5-(methylsulfonamido)phenyl)-5-methyl-1-(5-(methyl(tetrahydrofuran-3-yl)amino)pyridin-2-yl)-1H-pyrrole-3-carboxamide